O=C(C=C)OCCOC(\C=C/C(=O)O)=O maleic acid mono[2-(1-oxo-2-propenyl) oxyethyl] ester